P(=O)(O)(O)OC=1C=C(C=2C(C(=COC2C1)C1=CC=C(O)C=C1)=O)O Genistein-7-O-phosphate